BrC1=C(C=C(C(=C1)Cl)OC)C=1N(C=CN1)COCC[Si](C)(C)C 2-[[2-(2-bromo-4-chloro-5-methoxyphenyl)imidazol-1-yl]methoxy]ethyl-trimethylsilane